N-(6-(5-(dimethylamino)-1,3,4-oxadiazol-2-yl)isoquinolin-3-yl)-1-methylpiperidine-4-carboxamide CN(C1=NN=C(O1)C=1C=C2C=C(N=CC2=CC1)NC(=O)C1CCN(CC1)C)C